ClC1=NC(=CC(=C1)C(C1=CC=C(C=N1)C(=O)O)(F)F)N1CCN(CC1)S(=O)(=O)C1=CC=C(C=C1)N1C(C[C@H](C1)C)=O 6-[[2-Chloro-6-[4-[4-[(4R)-4-methyl-2-oxo-pyrrolidin-1-yl]phenyl]sulfonylpiperazin-1-yl]-4-pyridyl]-difluoro-methyl]pyridine-3-carboxylic acid